ClC=1C=C(C=2N(N1)C(=NN2)C(C)C)NCC2=CC=NC=C2 6-chloro-3-isopropyl-N-(4-pyridylmethyl)-[1,2,4]triazolo[4,3-b]pyridazin-8-amine